Cl.NCCCN1CCN(CC1)CCCC1=NC(=CC2=C1C(=NN2C(C)C)C(=O)N)NC2=NC(=NC=C2)N2CCC(CC2)OC (3-(4-(3-aminopropyl)piperazin-1-yl)propyl)-1-isopropyl-6-((2-(4-methoxypiperidin-1-yl)pyrimidin-4-yl)amino)-1H-pyrazolo[4,3-c]pyridine-3-carboxamide hydrochloride